4-amino-1-methyl-N-(pyrrolidin-1-yl)-N-((5-(trifluoromethyl)pyridin-2-yl)methyl)-1H-pyrazolo[4,3-c]quinoline-8-carboxamide NC1=NC=2C=CC(=CC2C2=C1C=NN2C)C(=O)N(CC2=NC=C(C=C2)C(F)(F)F)N2CCCC2